3-[(4-methoxyphenyl)methoxy]-5-morpholino-2-nitro-aniline COC1=CC=C(C=C1)COC=1C(=C(N)C=C(C1)N1CCOCC1)[N+](=O)[O-]